((R)-1-(6-methylpyridazin-4-yl)pyrrolidin-3-yl)-4-azaspiro[2.5]octane-7-carboxamide CC1=CC(=CN=N1)N1C[C@H](CC1)C1CC12NCCC(C2)C(=O)N